FC(OC[C@H]1N(C[C@H](C1)OC1=CC=C(C=C1)I)C1=CC=C(C(=O)O)C=C1)F 4-((2S,4S)-2-((difluoromethoxy)methyl)-4-(4-iodophenoxy)pyrrolidin-1-yl)benzoic acid